3-methyl-6-(methyl)-tetrazine CN1NN=C(C=N1)C